ethyl (3S)-3-[(2S)-2-{[(2R)-1-acetylpyrrolidin-2-yl]formamido}-4-methylpentanamido]-3-[4-fluoro-2',6'-dimethyl-5-(trifluoromethyl)-[1,1'-biphenyl]-3-yl]propanoate C(C)(=O)N1[C@H](CCC1)C(=O)N[C@H](C(=O)N[C@@H](CC(=O)OCC)C=1C=C(C=C(C1F)C(F)(F)F)C1=C(C=CC=C1C)C)CC(C)C